O=C1NC(CCC[C@@H]1N1C(C2=CC=C(C=C2C1)CNC(OC(C)(C)C)=O)=O)=O (S)-tert-butyl ((2-(2,7-dioxoazepan-3-yl)-1-oxoisoindolin-5-yl)methyl)carbamate